docosyl-dimethyl-benzyl-ammonium chloride salt [Cl-].C(CCCCCCCCCCCCCCCCCCCCC)[N+](CC1=CC=CC=C1)(C)C